3-ethyl-4-((4-fluoro-5-(4-iodophenyl)-1H-pyrazol-3-yl)amino)phenol C(C)C=1C=C(C=CC1NC1=NNC(=C1F)C1=CC=C(C=C1)I)O